N-(5-(1-(4-(((tert-butyldimethylsilyl)oxy)methyl)phenyl)piperidin-4-yl)pyridin-2-yl)-5-fluoro-4-(7'-fluoro-2'-methylspiro[cyclopentane-1,3'-indol]-5'-yl)pyrimidin-2-amine [Si](C)(C)(C(C)(C)C)OCC1=CC=C(C=C1)N1CCC(CC1)C=1C=CC(=NC1)NC1=NC=C(C(=N1)C=1C=C2C3(C(=NC2=C(C1)F)C)CCCC3)F